methyl 2-methyl-4-(5-nitrophenyl)-5-oxo-1,4,5,7-tetrahydrofuro[3,4-b]pyridin-3-carboxylate CC1=C(C(C2=C(N1)COC2=O)C2=CC=CC(=C2)[N+](=O)[O-])C(=O)OC